3-((3-((3R,5R)-5-(4-chlorophenyl)tetrahydro-furan-3-yl)-1,2,4-oxadiazol-5-yl)methyl)-5-methylpyrazolo[5,1-f][1,2,4]triazin-4(3H)-one ClC1=CC=C(C=C1)[C@H]1C[C@@H](CO1)C1=NOC(=N1)CN1C=NN2C(C1=O)=C(C=N2)C